N-(3-(3,4-dichlorophenyl)-1H-pyrazol-4-yl)pyrazolo[1,5-a]pyrimidine-3-carboxamide ClC=1C=C(C=CC1Cl)C1=NNC=C1NC(=O)C=1C=NN2C1N=CC=C2